[O-2].[Ho+3].[O-2].[O-2].[Ho+3] Holmium oxid